[6-(3-cyclopropyl-1,2,4-triazol-1-yl)-2-azaspiro[3.3]heptan-2-yl]-[3-[4-[5-[(1-methylcyclopropyl)methyl]-4H-1,2,4-triazol-3-yl]phenyl]azetidin-1-yl]methanone C1(CC1)C1=NN(C=N1)C1CC2(CN(C2)C(=O)N2CC(C2)C2=CC=C(C=C2)C2=NN=C(N2)CC2(CC2)C)C1